13-bromo-4-fluoro-14-hydroxy-10,16,16-trioxo-9-oxa-16λ6-thia-17-azatetracyclo[16.3.1.111,15.02,7]tricosa-1(22),2,4,6,11(23),12,14,18,20-nonaene-19-carbonitrile BrC1=CC=2C(OCC3=CC=C(C=C3C=3C=CC(=C(NS(C(=C1O)C2)(=O)=O)C3)C#N)F)=O